1-(8-(3-cyclopropyl-4-nitrophenyl)-2-oxa-5,8-diazaspiro[3.5]nonan-5-yl)-2,2,2-trifluoroethan-1-one C1(CC1)C=1C=C(C=CC1[N+](=O)[O-])N1CCN(C2(COC2)C1)C(C(F)(F)F)=O